tert-butyl (2-((4-(3-(1-(oxetan-3-yl)-1,2,3,6-tetrahydropyridin-4-yl)phenyl)thiazol-2-yl)amino)-2-oxoethyl)carbamate O1CC(C1)N1CCC(=CC1)C=1C=C(C=CC1)C=1N=C(SC1)NC(CNC(OC(C)(C)C)=O)=O